6-methoxy-pyrimidine-4-carboxylic acid methyl ester COC(=O)C1=NC=NC(=C1)OC